diphenyl-disilanol C1(=CC=CC=C1)[Si]([SiH3])(O)C1=CC=CC=C1